(5aR,5bS,7aS,8S,10aS,10bR,12aR)-2-(2-chlorophenyl)-5a,7a-dimethyl-5,5a,5b,6,7,7a,8,9,10,10a,10b,11,12,12a-tetradecahydro-4H-cyclopenta[7,8]phenanthro[2,1-d]thiazol-8-ol ClC1=C(C=CC=C1)C=1SC2=C(N1)CC[C@@]1([C@H]3CC[C@]4([C@H]([C@@H]3CC[C@H]12)CC[C@@H]4O)C)C